(1-(methylsulfonyl)piperidin-4-yl)-5-(piperidin-1-yl)-6-(1H-pyrazol-4-yl)-[1,2,4]triazolo[1,5-a]pyrazin-2-amine CS(=O)(=O)N1CCC(CC1)C=1C=2N(C(=C(N1)C=1C=NNC1)N1CCCCC1)N=C(N2)N